sodium hydrogen-sulfite S(=O)(O)[O-].[Na+]